thiocoumarin O1C(=S)C=CC2=CC=CC=C12